N-(4-(bicyclo[3.1.1]heptan-3-yloxy)-3,5-difluorophenyl)-5-ethyl-2-(3-ethyl-3-methoxyazetidin-1-yl)oxazole-4-carboxamide C12CC(CC(C1)C2)OC2=C(C=C(C=C2F)NC(=O)C=2N=C(OC2CC)N2CC(C2)(OC)CC)F